ClC=1N(C2=C(C(=CC=C2C1SC1=CC=CC(=N1)C(=O)O)Cl)F)C=1C=NN(C1)C(C)C 6-((2,6-dichloro-7-fluoro-1-(1-isopropyl-1H-pyrazol-4-yl)-1H-indol-3-yl)thio)picolinic acid